dihydro-2H-benzo[c]Chromene-1,6-dione C1(C=2C3=C(C(OC2CCC1)=O)C=CC=C3)=O